ClC=1C(=CC(=C(C(=O)NC2CNCCC2)C1)N1CCC(CCC1)(F)F)C(F)(F)F 5-chloro-2-(4,4-difluoroazepan-1-yl)-N-(piperidin-3-yl)-4-(trifluoromethyl)benzamide